N[C@H](C(=O)NC1=NC=CC(=C1)CN1C(N[C@@H](C1)C(F)(F)F)=O)C1CCC(CC1)F (S)-2-amino-2-((1r,4S)-4-fluorocyclohexyl)-N-(4-(((S)-2-oxo-4-(trifluoromethyl)imidazolidin-1-yl)methyl)pyridin-2-yl)acetamide